(8-bromooctyl)(ethoxy)dimethylsilane BrCCCCCCCC[Si](C)(C)OCC